ClC1=C(C=C(C=N1)OC[C@H](C)N(C(OC)=O)S(=O)(=O)C(F)(F)F)C(NC1CC1)=O methyl N-[(1S)-2-[[6-chloro-5-(cyclopropylcarbamoyl)-3-pyridyl]oxy]-1-methyl-ethyl]-N-(trifluoromethylsulfonyl)carbamate